2-oxo-5-(4-(quinoxalin-6-ylmethoxy)phenyl)-6-(trifluoromethyl)-1,2-dihydropyridine-3-carboxamide O=C1NC(=C(C=C1C(=O)N)C1=CC=C(C=C1)OCC=1C=C2N=CC=NC2=CC1)C(F)(F)F